ethynyl-biphenyl-3,3',5,5'-tetracarboxylic acid C(#C)C1=C(C=C(C=C1C(=O)O)C(=O)O)C1=CC(=CC(=C1)C(=O)O)C(=O)O